6-(4-[[3-(2-[methyl[6-oxo-5-(trifluoromethyl)-1,6-dihydropyridazin-4-yl]amino]ethoxy)phenyl]carbonyl]piperazin-1-yl)pyridine-3-carbonitrile CN(CCOC=1C=C(C=CC1)C(=O)N1CCN(CC1)C1=CC=C(C=N1)C#N)C=1C=NNC(C1C(F)(F)F)=O